tert-butyl (1S,2R,5R)-3-(5-bromo-7-chloro-2-(ethylthio)-8-fluoropyrido[4,3-d]pyrimidin-4-yl)-2-(2-hydroxyethyl)-3,8-diazabicyclo[3.2.1]octane-8-carboxylate BrC1=NC(=C(C=2N=C(N=C(C21)N2[C@@H]([C@@H]1CC[C@H](C2)N1C(=O)OC(C)(C)C)CCO)SCC)F)Cl